1-(3-amino-7-methyl-2-(3-methylisoxazol-4-yl)quinolin-5-yl)ethan-1-one NC=1C(=NC2=CC(=CC(=C2C1)C(C)=O)C)C=1C(=NOC1)C